ethylsulfanyl chloride C(C)SCl